4-(4-Cyano-2,3-dihydrobenzofuran-7-yl)-5-(difluoromethoxy)-2,8-dimethyl-1,4-dihydro-1,6-naphthyridine-3-carboxamide C(#N)C1=CC=C(C2=C1CCO2)C2C(=C(NC1=C(C=NC(=C21)OC(F)F)C)C)C(=O)N